3-methoxypropane-1-sulfonamide COCCCS(=O)(=O)N